chloro-copper bromide Cl[Cu]Br